3H-benzimidazole-5-carboxylic acid (2-hydroxy-ethoxy)-amide OCCONC(=O)C1=CC2=C(N=CN2)C=C1